C(C)O[Si](CCCN=C(C=1C(C(O)=N)=CC=CC1)O)(OCC)OCC N-[3-(triethoxysilyl)propyl]phthalimidic acid